C(C)(C)(C)OC(=O)N1CC=2C(=NC3=NN=CN3C2C1)C 5-methyl-6,8-dihydro-2,3,4,7,8b-pentaaza-as-indacene-7-carboxylic acid tert-butyl ester